CC=1C=C(C=CC1OC1=CC2=C(N(C=N2)C)C=C1)O 3-Methyl-4-((1-methyl-1H-benzo[d]imidazol-5-yl)oxy)phenol